methyl (2R,3S,5R)-3-(N-(4-methoxybenzyl)methylsulfonamido)-5-methyl-2-(((triethylsilyl)oxy)methyl)pyrrolidine-1-carboxylate COC1=CC=C(CN(S(=O)(=O)C)[C@@H]2[C@@H](N([C@@H](C2)C)C(=O)OC)CO[Si](CC)(CC)CC)C=C1